C1(=CC=CC2=CC=CC=C12)C(=O)[O-].[Co+2].C1(=CC=CC2=CC=CC=C12)C(=O)[O-] cobalt naphthate